O=C1NC(CCC1N1C(N(C2=C1C=CC(=C2)CN2CCC(CC2)CCC2CCN(CC2)C(=O)OC(C)(C)C)C)=O)=O Tert-butyl 4-[2-[1-[[1-(2,6-dioxo-3-piperidyl)-3-methyl-2-oxo-benzimidazol-5-yl]methyl]-4-piperidyl]ethyl]piperidine-1-carboxylate